C(C)P(C(C)CCCCC)C(C)CCCCC ethyl-di-(2-heptyl)phosphine